CN1C2=CC=CC=C2N(C=2C=CC=CC12)C1=C(C(=C(C(=C1C1=CC=CC=C1)N1C=2C=CC=CC2N(C2=CC=CC=C12)C)N1C=2C=CC=CC2N(C2=CC=CC=C12)C)N1C=2C=CC=CC2N(C2=CC=CC=C12)C)C1=CC=C(C=C1)C=1OC2=C(N1)C=CC=C2 2-(2',4',5',6'-tetrakis(10-methylphenazin-5(10H)-yl)[1,1':3',1''-terphenyl]-4-yl)benzo[d]oxazole